5-bromo-3-(2-(3-(3-isopropylphenyl)-4-oxothiazolidine-2-ylidene)hydrazono)-1H-indol-2-one BrC=1C=C2C(C(NC2=CC1)=O)=NN=C1SCC(N1C1=CC(=CC=C1)C(C)C)=O